Glycerol Propoxytriacrylate C=CC(=O)OCCCOCC(COCCCOC(=O)C=C)OCCCOC(=O)C=C